CN1C(C2=C(C(=C1)C1=C(C=CC(=C1)S(=O)(=O)C)NCC1COCC1)C=CN2)=O 6-methyl-4-{5-(methylsulfonyl)-2-[(tetrahydrofuran-3-ylmethyl)amino]phenyl}-1,6-dihydro-7H-pyrrolo[2,3-c]pyridin-7-one